ClC=1C=C(C=CC1C#N)N(C1CCC(CC1)NC(=O)C1=CC=C(N=N1)N1CCC(CC1)CN1CCN(CC1)C(=O)OC(C)(C)C)C tert-Butyl 4-((1-(6-(((1R,4R)-4-((3-Chloro-4-cyanophenyl)(methyl)amino)cyclohexyl)-carbamoyl)pyridazin-3-yl)piperidin-4-yl)methyl)piperazine-1-carboxylate